2'-chloro-N-(5-(4-(difluoromethoxy)benzoyl)-5,6-dihydro-4H-pyrrolo[3,4-d]thiazol-2-yl)-5'-methoxy-6-methyl-[4,4'-bipyridine]-3-carboxamide ClC1=NC=C(C(=C1)C1=C(C=NC(=C1)C)C(=O)NC=1SC2=C(N1)CN(C2)C(C2=CC=C(C=C2)OC(F)F)=O)OC